C(C)(=O)[N]CC1=CC=C(C=2C=COC21)C(\C=C(\C(F)(F)F)/C2=CC(=C(C(=C2)Cl)F)Cl)=O (E)-1-(7-((acetyl-λ2-azaneyl)methyl)benzofuran-4-yl)-3-(3,5-dichloro-4-fluorophenyl)-4,4,4-trifluorobut-2-en-1-one